(2-(3-((4-(Dimethylphosphoryl)-6-fluoro-1H-indol-5-yl)oxy)phenyl)thiazol-4-yl)(3-iodophenyl)methanone CP(=O)(C)C1=C2C=CNC2=CC(=C1OC=1C=C(C=CC1)C=1SC=C(N1)C(=O)C1=CC(=CC=C1)I)F